F[C@H]1CN(CC[C@H]1OC)C1=NC=CC(=N1)NC=1N=CC2=C(N=CC(=C2C1)C(C)C)N1CC(C1)CS(=O)(=O)C N-{2-[(3S,4R)-3-fluoro-4-methoxypiperidin-1-yl]pyrimidin-4-yl}-8-[3-(methanesulfonylmeth-yl)azetidin-1-yl]-5-(propan-2-yl)-2,7-naphthyridin-3-amine